Tetramethyl-ammonium silicate [Si]([O-])([O-])([O-])[O-].C[N+](C)(C)C.C[N+](C)(C)C.C[N+](C)(C)C.C[N+](C)(C)C